N(N)=C(C=NO)C1=CC=NC=C1 2-hydrazinylidene-2-(4-pyridyl)acetaldehyde oxime